4-(N-methylprop-2-enamido)benzoic acid CN(C(C=C)=O)C1=CC=C(C(=O)O)C=C1